C(C)(=O)N1[C@H]([C@@H]([C@H](C2=CC(=CC=C12)F)NC(OCC1=CC=CC=C1)=O)C)CC |r| rac-benzyl ((2S,3R,4R)-1-acetyl-2-ethyl-6-fluoro-3-methyl-1,2,3,4-tetrahydroquinolin-4-yl)carbamate